tert-Butyl 6-(hydroxymethyl)-5',6'-dihydro-[3,4'-bipyridine]-1'(2'H)-carboxylate OCC1=CC=C(C=N1)C1=CCN(CC1)C(=O)OC(C)(C)C